Cl.NC[C@H]1C[C@H](NC1)CNC(=O)C=1NC2=CC=C(C=C2C1C)C1=CC=C(C=C1)F N-(((2S,4R)-4-(aminomethyl)pyrrolidin-2-yl)methyl)-5-(4-fluorophenyl)-3-methyl-1H-indole-2-carboxamide hydrochloride